NC1=C(C(=O)O)C=CC(=C1)[C@@H](CC)NC(=O)N1CC(NC[C@H](C1=O)CC1=C(C=CC(=C1)Cl)OC)=NOC1=CC=CC=C1 2-amino-4-[(1R)-1-({[(6R)-6-(5-chloro-2-methoxybenzyl)-7-oxo-3-(phenoxyimino)-1,4-diazepan-1-yl]carbonyl}amino)propyl]benzoic acid